FC=1C=C(C(=O)OCC(C)(C)NC(=O)C=2C=C3C(=NC2)N(C=C3Br)C)C=CC1 2-(3-bromo-1-methyl-1H-pyrrolo[2,3-b]pyridine-5-carboxamido)-2-methylpropyl 3-fluorobenzoate